C(C)(C)OC1=CC=CC(=N1)C=1N=NN(C1)C=1C=C2CN(C(C2=CC1)=O)C1C(NC(CC1)=O)=O 3-(5-(4-(6-isopropoxypyridin-2-yl)-1H-1,2,3-triazol-1-yl)-1-oxoisoindolin-2-yl)piperidine-2,6-dione